C1(=CC=C(C=C1)C[C@H](C[C@H](C(=O)OCC)C)NC(CCC(=O)O)=O)C1=CC=CC=C1 4-(((2S,4R)-1-(1,1'-biphenyl-4-yl)-5-ethoxy-4-methyl-5-oxopentan-2-yl)amino)-4-oxobutanoic acid